tert-butyl 2-(diethoxyphosphoryl)-3-(5-octylthiazol-2-yl)propanoate C(C)OP(=O)(OCC)C(C(=O)OC(C)(C)C)CC=1SC(=CN1)CCCCCCCC